O.[OH-].[Li+].N1=C(C=CC=C1)C(=O)O pyridine-2-carboxylic acid Lithium hydroxide monohydrate